2-(2-isopropylphenyl)-N-(4-(1-methyl-4-(trifluoromethyl)-1H-imidazol-2-yl)benzyl)-7H-purin-6-amine C(C)(C)C1=C(C=CC=C1)C1=NC(=C2NC=NC2=N1)NCC1=CC=C(C=C1)C=1N(C=C(N1)C(F)(F)F)C